Benzyl N-(((9H-fluoren-9-yl)methoxy)carbonyl)-N-(3-oxo-3-(tritylamino)propyl)-L-alaninate C1=CC=CC=2C3=CC=CC=C3C(C12)COC(=O)N([C@@H](C)C(=O)OCC1=CC=CC=C1)CCC(NC(C1=CC=CC=C1)(C1=CC=CC=C1)C1=CC=CC=C1)=O